(S)-2-[(tert-Butoxycarbonyl)amino]-3,3-dimethylbutyric acid C(C)(C)(C)OC(=O)N[C@H](C(=O)O)C(C)(C)C